ClC=1C(=NC(=NC1)N1C[C@H](C([C@H](C1)C)(F)F)CN1C(C2=CC=CC=C2C1=O)=O)NC1=CC2=C(N(C(N2CCC(C)(C)O)=O)C)C=C1 2-[[(3S,5S)-1-[5-Chloro-4-[[3-(3-hydroxy-3-methyl-butyl)-1-methyl-2-oxo-benzimidazol-5-yl]amino]pyrimidin-2-yl]-4,4-difluoro-5-methyl-3-piperidyl]methyl]isoindoline-1,3-dione